CN1N=C(C(=C1)I)C1CC(C1)(F)F Methyl-3-(3,3-difluorocyclobutyl)-4-iodo-1H-pyrazole